CC1=CC2=C(C=C1N)SC3=CC(=[N+](C)C)C=CC3=N2.[Cl-] The molecule is an organic chloride salt having 3-amino-7-(dimethylamino)-2-methylphenothiazin-5-ium (tolonium) as the counterion. It is a blue nuclear counterstain that can be used to demonstrate Nissl substance and is also useful for staining mast cell granules, both in metachromatic and orthochromatic techniques. It has a role as a fluorochrome, a histological dye and a diagnostic agent. It contains a tolonium.